ClC=1C=C(C=O)C=C(C1)\C=C\C1=CC=C(C=C1)OC (E)-3-chloro-5-(4-methoxystyryl)benzaldehyde